3-mercaptopropyl-ethoxydimethylsilane SCCC[Si](C)(C)OCC